3-(6-methoxyimidazo[1,2-a]pyrazin-2-yl)-7-(piperazin-1-yl)-2H-chromen-2-one COC=1N=CC=2N(C1)C=C(N2)C=2C(OC1=CC(=CC=C1C2)N2CCNCC2)=O